C(C)(=O)C1=NN(C2=C(C=C(C=C12)C=1C=NC(=NC1)C)C)CC(=O)N1[C@@H](C[C@H](C1)F)C(=O)NC1=NC(=CC=C1)Br (2S,4R)-1-(2-(3-Acetyl-7-methyl-5-(2-methylpyrimidin-5-yl)-1H-indazol-1-yl)acetyl)-N-(6-bromopyridin-2-yl)4-fluoropyrrolidine-2-carboxamide